OC[C@H](C[C@H]1C(NCC1)=O)NC(C(CC1(CCC1)C)NC(O)=O)=O (1-(((S)-1-hydroxy-3-((S)-2-oxopyrrolidin-3-yl)propan-2-yl)amino)-3-(1-methylcyclobutyl)-1-oxopropan-2-yl)carbamic acid